4-(3H-imidazo[1,2-a]pyrrolo[2,3-e]pyrazin-8-yl)-pyrrolidine-1-amide C1=CNC=2N=CC=3N(C21)C(=CN3)C3CCN(C3)C(=O)N